8-acetoxy-6,7-epoxy-1-octene C(C)(=O)OCC1C(CCCC=C)O1